(2S,4R)-1-(2-(3-acetyl-5-(2-cyclopropylpyrimidin-5-yl)-1H-indazol-1-yl)acetyl)-N-(6-bromopyrazin-2-yl)-4-fluoropyrrolidine-2-carboxamide C(C)(=O)C1=NN(C2=CC=C(C=C12)C=1C=NC(=NC1)C1CC1)CC(=O)N1[C@@H](C[C@H](C1)F)C(=O)NC1=NC(=CN=C1)Br